(R)-1-(4-(1-aminoethyl)pyridin-2-yl)-1,1-difluoro-2-methylpropan-2-ol hydrochloride Cl.N[C@H](C)C1=CC(=NC=C1)C(C(C)(O)C)(F)F